C[C@H]1NC(O[C@H]1C1=CC=C(C=C1)C)=O (4R,5S)-4-methyl-5-(p-tolyl)oxazolidin-2-one